FC1[C@@H](NC1)CC(C)C (2S)-3-fluoro-2-isobutyl-azetidine